tert-butyl 2-[2-[2-[2-[2-[2-[[2-[4-[6-(di-methylamino)pyridin-3-yl]phenyl]-1,3-benzothiazol-6-yl]-[(2-methylpropan-2-yl)oxy-carbonyl]amino]ethoxy]ethoxy]ethoxy]ethoxy]ethoxy]ethanoate CN(C1=CC=C(C=N1)C1=CC=C(C=C1)C=1SC2=C(N1)C=CC(=C2)N(CCOCCOCCOCCOCCOCC(=O)OC(C)(C)C)C(=O)OC(C)(C)C)C